methyl (R)-2-(2,4-dibromo-5-methoxyphenylsulfonylamino)-6,6,6-trifluorohexanoate BrC1=C(C=C(C(=C1)Br)OC)S(=O)(=O)N[C@@H](C(=O)OC)CCCC(F)(F)F